NC=1C(=C(C=C2C=C(N=CC12)NC(CCCC(=O)NCCCCCNC1=C2C(N(C(C2=CC=C1)=O)C1C(NC(CC1)=O)=O)=O)=O)C=1C=NC=C(C1C)N)F N1-(8-amino-6-(5-amino-4-methylpyridin-3-yl)-7-fluoroisoquinolin-3-yl)-N5-(5-((2-(2,6-dioxopiperidin-3-yl)-1,3-dioxoisoindolin-4-yl)amino)pentyl)glutaramide